2-(2-(((S)-1-cyclopropyl-pyrrolidin-2-yl)methoxy)-6-fluoro-4-((R)-2-methylpiperazin-1-yl)pyrido[2,3-d]pyrimidin-7-yl)-3-fluorophenol C1(CC1)N1[C@@H](CCC1)COC=1N=C(C2=C(N1)N=C(C(=C2)F)C2=C(C=CC=C2F)O)N2[C@@H](CNCC2)C